2-bromo-3-(methoxymethyloxy)-4-methylpyridine BrC1=NC=CC(=C1OCOC)C